FCCOCCN1N=C(C(=C1)NC(=O)C=1N=C(SC1)C=1C=NNC1)C1=NC=CC=C1 N-(1-(2-(2-fluoroethoxy)ethyl)-3-(pyridin-2-yl)-1H-pyrazol-4-yl)-2-(1H-pyrazol-4-yl)thiazole-4-carboxamide